4-((3,8-diazabicyclo[3.2.1]octan-8-yl)methyl)-2-(2,6-dioxopiperidin-3-yl)isoindoline-1,3-dione C12CNCC(CC1)N2CC2=C1C(N(C(C1=CC=C2)=O)C2C(NC(CC2)=O)=O)=O